1-(4-(Methoxymethyl)benzyl)-1,3-dimethyl-3-(piperidin-4-ylmethyl)urea COCC1=CC=C(CN(C(=O)N(CC2CCNCC2)C)C)C=C1